NCC(CN1C(=C2C(N(CCC2=C1C)C1CC1)=O)C)=CF 2-(2-(aminomethyl)-3-fluoroallyl)-5-cyclopropyl-1,3-dimethyl-2,5,6,7-tetrahydro-4H-pyrrolo[3,4-c]pyridin-4-one